Cl.C1(CC1)CN1[C@H]2[C@@]3(CCC([C@H]4[C@@]3(C=3C(=C(C=CC3C2)O)O4)CC1)=O)O 17-(cyclopropylmethyl)-4,5a-epoxy-3,14-dihydroxymorphinan-6-one hydrochloride